5-amino-3-[2-[4-[4-(difluoromethoxy)phenyl]piperazin-1-yl]ethyl]-8-(2-furyl)-1-methyl-[1,2,4]triazolo[5,1-f]purin-2-one NN1C=NC(=C2N3C(N=C12)N(C(N3C)=O)CCN3CCN(CC3)C3=CC=C(C=C3)OC(F)F)C=3OC=CC3